C(C)(C)(C)OC(=O)N1C(CCC1)C#CC=1C=NC(=CC1F)Cl ((6-chloro-4-fluoropyridin-3-yl)ethynyl)pyrrolidine-1-carboxylic acid tert-butyl ester